N-(4-Methylpyrimidin-5-yl)-1,2,3,4-tetrahydroisoquinolin-8-amine, hydrochloride Cl.CC1=NC=NC=C1NC=1C=CC=C2CCNCC12